Cl.[Si].[Mg] magnesium silicon hydrochloric acid